1-((3,5-bis(trifluoromethyl)benzyl)oxy)-5-bromo-2,3-dihydro-1H-indene FC(C=1C=C(COC2CCC3=CC(=CC=C23)Br)C=C(C1)C(F)(F)F)(F)F